ClC1=CC(=C(C=C1C=1C=NNC1)O)C=1N=NC(=CC1)N(C1CC(NC(C1)(C)C)(C)C)C 4-chloro-2-(6-(methyl(2,2,6,6-tetramethylpiperidin-4-yl)amino)pyridazin-3-yl)-5-(1H-pyrazol-4-yl)phenol